C(C)(=O)O[C@H]1[C@@H](O[C@@H]([C@H]([C@@H]1OC(C)=O)OC(C)=O)C(=O)OC)OC1=CC(=C(C=C1)CC1(C(C=2CCC(OC2C2=C1C=CC=C2)(C)C)=O)O)OC (2S,3R,4S,5S,6S)-2-(4-((6-hydroxy-2,2-dimethyl-5-oxo-3,4,5,6-tetrahydro-2H-benzo[h]chromen-6-yl)methyl)-3-methoxyphenoxy)-6-(methoxy carbonyl)tetrahydro-2H-pyran-3,4,5-triyl triacetate